cyclopropyl(6-((2-(5-hydroxy-1-methyl-1H-pyrazol-4-yl)pyrimidin-4-yl)amino)-4-((4-hydroxybutyl)amino)pyridin-3-yl)methanone C1(CC1)C(=O)C=1C=NC(=CC1NCCCCO)NC1=NC(=NC=C1)C=1C=NN(C1O)C